4-[(3S,4S)-3-fluoro-1-methyl-4-piperidylamino]-6-[3-(4-mesyl-2-anisidino)-1-propynyl]-1-(2,2,2-trifluoroethyl)indole F[C@H]1CN(CC[C@@H]1NC1=C2C=CN(C2=CC(=C1)C#CCNC=1C(OC)=CC=C(C1)S(=O)(=O)C)CC(F)(F)F)C